C(CCC)O[C@@H]1CN(C[C@H]1F)C1=CC2=C(N=C3N(C2=O)CCC3)C(=N1)C1=C(C=C(C=C1)Cl)F 3-((trans)-3-(butoxy)-4-fluoropyrrolidin-1-yl)-1-(4-chloro-2-fluorophenyl)-8,9-dihydropyrido[3,4-d]pyrrolo[1,2-a]pyrimidin-5(7H)-one